COCOC1=C(C=CC=C1)C(=CC(=O)O)C1=CC=CC=C1 3-(2-methoxymethoxy-phenyl)-3-(phenyl)-acrylic acid